10,13,16,19,22-octaeicosapentaenoic acid C(CCCCCCCCC=CCC=CCC=CCC=CCC=CCCCCC)(=O)O